OC(C(=O)[O-])(C(C)=O)C 2-hydroxy-2-methyl-3-oxobutanoate